FC1=NC(=CC=C1C1=CCN(CC1)C(=O)OC(C)(C)C)C(NC)=O tert-butyl 2-fluoro-6-(methylcarbamoyl)-5',6'-dihydro-[3,4'-bipyridine]-1'(2'H)-carboxylate